FC(C=1C=CC(=NC1)N1N=C(C=C1)NC=1N=CC(=NC1)C#N)(F)F 5-((1-(5-(Trifluoromethyl)pyridin-2-yl)-1H-pyrazol-3-yl)amino)pyrazine-2-carbonitrile